cis-isoindoline phosphate P(=O)(O)(O)O.C1NCC2=CC=CC=C12